4-(oxan-4-yl)-7,14-dioxa-10,19,20-triazatetracyclo[13.5.2.12,6.018,21]tricosa-1(20),2(23),3,5,15,17,21-heptaen-9-one O1CCC(CC1)C1=CC=2C3=NNC4=CC=C(OCCCNC(COC(=C1)C2)=O)C=C34